COC1CN(C1)C(=O)C=1N=C(NC1C)C1=NC=CC(=C1)C=1C=NC=C(C1)N1CCOCC1 2'-{4-[(3-Methoxyazetidin-1-yl)carbonyl]-5-methyl-1H-imidazol-2-yl}-5-morpholin-4-yl-3,4'-bipyridin